Azido-salicylic acid N(=[N+]=[N-])OC=1C(C(=O)O)=CC=CC1